The molecule is a member of the class of bryostatins that is bryostatin 1 in which the acetoxy group has been replaced by a hydroxy group. It has a role as a protein kinase C agonist, an antineoplastic agent and a marine metabolite. It is a member of bryostatins, a cyclic hemiketal, an enoate ester, a methyl ester, an organic heterotetracyclic compound and a secondary alcohol. CCC/C=C/C=C/C(=O)O[C@H]1/C(=C/C(=O)OC)/C[C@H]2C[C@@H](OC(=O)C[C@@H](C[C@@H]3C[C@@H](C([C@@](O3)(C[C@@H]4C/C(=C/C(=O)OC)/C[C@@H](O4)/C=C/C([C@@]1(O2)O)(C)C)O)(C)C)O)O)[C@@H](C)O